2-(4-α-hydroxyisopropylphenyl)-2-phenylpropane OC(C)(C)C1=CC=C(C=C1)C(C)(C)C1=CC=CC=C1